(S)-2-(4-(t-butoxy)-4-oxobutanoylamino)-3-(1H-indol-3-yl)propionic acid C(C)(C)(C)OC(CCC(=O)N[C@H](C(=O)O)CC1=CNC2=CC=CC=C12)=O